4-(2'-(5-Phenyl-1H-imidazol-2-yl)-3,4'-bipyridin-5-yl)morpholin C1(=CC=CC=C1)C1=CN=C(N1)C1=NC=CC(=C1)C=1C=NC=C(C1)N1CCOCC1